6-[1-[[4-[5-(difluoromethyl)-1,3,4-oxadiazol-2-yl]-2-fluorophenyl]methyl]triazol-4-yl]-N,N-dimethylquinazolin-2-amine FC(C1=NN=C(O1)C1=CC(=C(C=C1)CN1N=NC(=C1)C=1C=C2C=NC(=NC2=CC1)N(C)C)F)F